FC1=CC=C(C=2N(C(=NC21)C2=NON=C2C)CC=2C=NC=NC2)F 3-[4,7-difluoro-1-(pyrimidin-5-ylmethyl)benzoimidazol-2-yl]-4-methyl-1,2,5-oxadiazole